3'-(3-(1-Cyanopyrrolidin-2-yl)-1,2,4-oxadiazol-5-yl)-N,N-dimethyl-[1,1'-biphenyl]-3-sulfonamide C(#N)N1C(CCC1)C1=NOC(=N1)C=1C=C(C=CC1)C1=CC(=CC=C1)S(=O)(=O)N(C)C